N-(9,9-dimethylfluoren-2-yl)-N-(9-phenylcarbazol-2-yl)amine CC1(C2=CC=CC=C2C=2C=CC(=CC12)NC1=CC=2N(C3=CC=CC=C3C2C=C1)C1=CC=CC=C1)C